C(C)OC(\C=C(\C(F)F)/N1CCCC1)=O (Z)-4,4-difluoro-3-pyrrolidin-1-yl-but-2-enoic acid ethyl ester